[Na+].[Na+].CN1C=2C(NC(=NC2NC[C@@H]1CNC1=CC=C(C(N[C@@H](CCC(=O)[O-])C(=O)O)=O)C=C1)N)=O.CN1C=2C(NC(=NC2NC[C@@H]1CNC1=CC=C(C(N[C@@H](CCC(=O)[O-])C(=O)O)=O)C=C1)N)=O (6S)-5-methyltetrahydrofolic acid disodium salt